(4-(6-((2R,4S)-4-fluoro-2-(5-fluoro-2-methoxypyridin-3-yl)pyrrolidin-1-yl)imidazo[1,2-b]pyridazin-3-yl)pyrimidin-2-yl)methanol F[C@H]1C[C@@H](N(C1)C=1C=CC=2N(N1)C(=CN2)C2=NC(=NC=C2)CO)C=2C(=NC=C(C2)F)OC